2,4-difluoro-3-methyl-aniline FC1=C(N)C=CC(=C1C)F